C(C1=CC=CC=C1)OCCCCC#N 5-(benzyloxy)valeronitrile